OC1=C(C(=C(C(N1)=O)C#N)C)C 6-hydroxy-4,5-dimethyl-2-oxo-1,2-dihydropyridine-3-carbonitrile